(S)-4-((4-(difluoromethyl)-5-fluoropyridin-2-yl)oxy)-3,3-difluoropyrrolidine-1-carboxylic acid tert-butyl ester C(C)(C)(C)OC(=O)N1CC([C@H](C1)OC1=NC=C(C(=C1)C(F)F)F)(F)F